tert-butyl 9-(5-(trifluoromethyl)pyrazin-2-yl)-3,9-diazaspiro[5.5]undecane-3-carboxylate FC(C=1N=CC(=NC1)N1CCC2(CCN(CC2)C(=O)OC(C)(C)C)CC1)(F)F